S(=O)(=O)(O)C1=CC=C(C)C=C1.CC1=CC=C(C=C1)S(=O)(=O)O.C(C1=CC=CC=C1)NC=1C2=C(N=C(N1)N1C(=CC=3C(=CC=CC13)C(=O)N)C)NCCC2 1-(4-(Benzylamino)-5,6,7,8-tetrahydropyrido[2,3-d]pyrimidin-2-yl)-2-methyl-1H-indole-4-carboxamide p-toluenesulfonic acid salt (tosylate)